C(\C=C\C=C/CCC)=O (E,Z)-2,4-Octadienal